NC=1C=C(C(=C2CCCC(C12)=O)Br)F 8-amino-5-bromo-6-fluoro-3,4-dihydronaphthalen-1(2H)-one